COC=1C(=NC=CC1C1=NN(C=N1)C)NC1=C(N=NC(=C1)NC=1SC(=NN1)C)C(=O)NC([2H])([2H])[2H] 4-{[3-methoxy-4-(1-methyl-1H-1,2,4-triazol-3-yl)pyridin-2-yl]amino}-N-(2H3)methyl-6-[(5-methyl-1,3,4-thiadiazol-2-yl)amino]pyridazine-3-carboxamide